tetra(2,4,6-trimethylphenyl)porphyrin CC1=C(C(=CC(=C1)C)C)C1=C2C=CC(C(=C3C=CC(=C(C=4C=CC(=C(C5=CC=C1N5)C5=C(C=C(C=C5C)C)C)N4)C4=C(C=C(C=C4C)C)C)N3)C3=C(C=C(C=C3C)C)C)=N2